(±)-(3R,4R)-4-((5-fluoro-4-(8-fluoroquinolin-6-yl)pyrimidin-2-yl)amino)-1-(methylsulfonyl)piperidin-3-ol hydrochloride Cl.FC=1C(=NC(=NC1)N[C@H]1[C@@H](CN(CC1)S(=O)(=O)C)O)C=1C=C2C=CC=NC2=C(C1)F |r|